7β-hydroxy-3-keto-5β-cholane O[C@@H]1[C@H]2[C@@H]3CC[C@H]([C@@H](CCC)C)[C@]3(CC[C@@H]2[C@]2(CCC(C[C@H]2C1)=O)C)C